N-(3-(4-acetylpiperazin-1-yl)cyclopentyl)-4-fluoro-7-methyl-1H-indole C(C)(=O)N1CCN(CC1)C1CC(CC1)N1C=CC2=C(C=CC(=C12)C)F